(S)-(2-(6-(2-ethyl-5-fluoro-4-hydroxyphenyl)-4-methyl-1H-indazol-3-yl)-4,6-dihydropyrrolo[3,4-d]imidazol-5(1H)-yl)(3-hydroxylpyrrolidin-1-yl)ketone C(C)C1=C(C=C(C(=C1)O)F)C1=CC(=C2C(=NNC2=C1)C1=NC2=C(N1)CN(C2)[C@H]2N(CCC2O)C(=O)N2[C@@H](C(CC2)O)N2CC=1NC(=NC1C2)C2=NNC1=CC(=CC(=C21)C)C2=C(C=C(C(=C2)F)O)CC)C